4-(sulfamoyl)benzoic acid methyl ester COC(C1=CC=C(C=C1)S(N)(=O)=O)=O